6-{[2-(3H-Imidazol-4-yl)-ethylamino]-methyl}-4-[(4-methoxy-benzylamino)-methyl]-pyridine-2-carboxylic acid [2-(3H-imidazol-4-yl)-ethyl]-amide N1=CNC(=C1)CCNC(=O)C1=NC(=CC(=C1)CNCC1=CC=C(C=C1)OC)CNCCC=1NC=NC1